6-fluoro-2-oxo-1,2-dihydroquinolin FC=1C=C2C=CC(NC2=CC1)=O